[NH+]1=CC(=CC=C1)C(=O)[O-] pyridin-1-ium-3-carboxylate